3-(tert-butyl)-N-(4-(2-(cyclopropanecarboxamido)pyridin-4-yl)-2-(trifluoromethyl)benzyl)-1,2,4-oxadiazole-5-carboxamide C(C)(C)(C)C1=NOC(=N1)C(=O)NCC1=C(C=C(C=C1)C1=CC(=NC=C1)NC(=O)C1CC1)C(F)(F)F